5-[(4R,10bS)-8-(6-hydroxy-1,4-diazepan-1-yl)-4-methyl-3,4,6,10b-tetrahydro-1H-pyrazino[2,1-a]isoindol-2-yl]quinoline-8-carbonitrile OC1CNCCN(C1)C=1C=C2CN3[C@@H](C2=CC1)CN(C[C@H]3C)C3=C1C=CC=NC1=C(C=C3)C#N